(4Z)-4-(1,3-Benzothiazol-6-ylmethylene)-2-[(3-methoxy-1-adamantyl)amino]-1H-imidazol-5-one S1C=NC2=C1C=C(C=C2)\C=C\2/N=C(NC2=O)NC21CC3(CC(CC(C2)C3)C1)OC